CC1=NC2=CC(=CC(=C2N=C1N1CCOCC1)[C@@H](C)N[S@](=O)C(C)(C)C)C (R)-N-((R)-1-(2,7-dimethyl-3-morpholinoquinoxalin-5-yl)ethyl)-2-methylpropane-2-sulfinamide